C[C@@H]1CN(C[C@@H](N1)C)C1=NC=C(C=2N=NC=CC21)C(=O)NC=2C=C(C=1N(C2)C=C(N1)C)F 5-[(3R,5S)-3,5-dimethylpiperazin-1-yl]-N-(8-fluoro-2-methyl-imidazo[1,2-a]pyridin-6-yl)pyrido[4,3-c]pyridazine-8-carboxamide